C(N)(=O)NNC(CC(CO)N1CCOC2(CCN(C2)C2=CC=C(C=C2)OC(F)(F)F)C1)=O N-(Carbamoylamino)-4-hydroxy-3-{2-[4-(trifluoromethoxy)phenyl]-6-oxa-2,9-diazaspiro[4.5]decan-9-yl}butanamide